C1(=CC=CC=C1)C1=NC(=NC(=N1)C1=CC=CC=C1)C=1C=C(C(=C(C1F)C1=CC=CC=C1)F)C#N 5-(4,6-diphenyl-1,3,5-triazin-2-yl)-2,6-difluoro-[1,1'-biphenyl]-3-carbonitrile